[Na].C1CCC2=C(C=3CCCC3C=C12)NC(=O)NS(=O)(=O)C=1OC=C(C1)CC(C)O N-(1,2,3,5,6,7-hexahydro-s-indacen-4-ylcarbamoyl)-4-(2-hydroxy-2-methylethyl)-2-furansulfonamide sodium